1-(3-(6-methyl-4-(1-methyl-1H-pyrazol-3-yl)pyridin-3-yl)pyrrolidin-1-yl)prop-2-en-1-one CC1=CC(=C(C=N1)C1CN(CC1)C(C=C)=O)C1=NN(C=C1)C